C(C)NC(=O)C1=CNC2=NC=C3C(=C21)NC=N3 n-ethyl-1,6-dihydroimidazo[4,5-d]pyrrolo[2,3-b]pyridine-8-carboxamide